FC1=CC=C(C=C1)C1=NN2C(CN(CC2)C)=C1C1=CC(=NC=C1)NC(CC=1OC=CC1)=O N-(4-(2-(4-fluorophenyl)-5-methyl-4,5,6,7-tetrahydropyrazolo[1,5-a]pyrazin-3-yl)pyridin-2-yl)-2-(furan-2-yl)acetamide